4-cyano-4-[(thiobenzoyl)sulfanyl]pentanoic acid C(#N)C(CCC(=O)O)(C)SC(C1=CC=CC=C1)=S